2-methyl-4-(2,6,6-trimethylcyclohex-1-en-1-yl)butanal CC(C=O)CCC1=C(CCCC1(C)C)C